O=C1NC(CCC1N1C(C2=CC=C(C=C2C1=O)NS(=O)(=O)C1=C(C=CC=C1)C)=O)=O N-(2-(2,6-dioxopiperidin-3-yl)-1,3-dioxoisoindolin-5-yl)-2-methylbenzenesulfonamide